1-{[(1r,2s,5s)-6,6-dimethyl-4-oxo-3-azabicyclo[3.1.0]hex-2-yl]methoxy}-7-methoxyisoquinoline-6-carboxamide CC1([C@H]2C(N[C@@H]([C@@H]12)COC1=NC=CC2=CC(=C(C=C12)OC)C(=O)N)=O)C